BrC=1C(=C(C=CC1)C1=CC=C(C(=N1)OC)CN(C)CC1CCC(CC1)C(=O)OC)Cl methyl (1r,4r)-4-((((6-(3-bromo-2-chlorophenyl)-2-methoxypyridin-3-yl)methyl)(methyl)amino)methyl)cyclohexane-1-carboxylate